Methyl (1RS,2SR)-2-((2-hydroxy-4-methylphenyl)thio)cyclopentane-1-carboxylate OC1=C(C=CC(=C1)C)S[C@@H]1[C@H](CCC1)C(=O)OC |r|